BrC=1C(NC(NN1)=O)=O 6-bromo-2H-1,2,4-triazine-3,5-dione